3-(2-methylpyrazol-3-yl)oxypropan-1-ol CN1N=CC=C1OCCCO